2-chloro-N-[2,6-difluoro-4-[2-(3-pyridyl)ethynyl]phenyl]benzenesulfonamide ClC1=C(C=CC=C1)S(=O)(=O)NC1=C(C=C(C=C1F)C#CC=1C=NC=CC1)F